CN1C(C2=NC(=CC=C2C1)CC#CC(=O)N)=O 6-methyl-7-oxo-5H-pyrrolo[3,4-b]pyridin-2-ylbut-2-ynamide